O=C1N(C(C=C1)=O)CCOCCOCCC(=O)N[C@H](C(=O)NC(C(=O)N)CCCNC(=O)N)C(C)C ((S)-2-(3-(2-(2-(2,5-dioxo-2,5-dihydro-1H-pyrrol-1-yl)ethoxy)ethoxy)propanamido)-3-methylbutanamido)-5-ureidopentanamide